(2S,4S)-1-(tert-butoxycarbonyl)-4-hydroxy-4-methylpyrrolidine-2-carboxylic acid C(C)(C)(C)OC(=O)N1[C@@H](C[C@](C1)(C)O)C(=O)O